(s)-4-methylsulfanyl-1-carbonyl-1-(4-phenylbutylamino)butane CSCCCC(NCCCCC1=CC=CC=C1)=C=O